C(C)OC=1C(=C(C(=CC1[N+](=O)[O-])[N+](=O)[O-])O)C alpha-ethoxy-4,6-dinitro-o-methylphenol